FC=1C=C(C=C(C1)OC(C)C)C1=CC(=C(C=C1)F)NS(=O)(=O)C1=CC(=CC=C1)C(F)(F)F N-(3',4-difluoro-5'-isopropoxy-[1,1'-biphenyl]-3-yl)-3-(trifluoromethyl)benzenesulfonamide